C(#N)C1=CC(=C(C=C1F)N(C(OC(C)(C)C)=O)C1=NN(C(=C1)C1CC1)C1OCCCC1)OC tert-butyl (4-cyano-5-fluoro-2-methoxyphenyl)[5-cyclopropyl-1-(oxan-2-yl)-1H-pyrazol-3-yl]carbamate